[Cl-].NCCC[N+]1=CC=C(C2=CC=CC=C12)C=C1SC2=C(N1C)C=CC=C2 1-(3-aminopropyl)-4-{[3-methyl-2,3-dihydro-1,3-benzothiazol-2-ylidene]Methyl}quinoline-1-ium chloride